O=C1NC(CCC1N1C(C2=CC=C(C=C2C1=O)C1(CCNCC1)O)=O)=O 2-(2,6-dioxopiperidin-3-yl)-5-(4-hydroxypiperidin-4-yl)isoindoline-1,3-dione